2-(3'-tert-butyl-5'-[2-(2-ethylhexyloxy)carbonyl-ethyl]phenyl)benzotriazole C(C)(C)(C)C=1C=C(C=C(C1)CCC(=O)OCC(CCCC)CC)N1N=C2C(=N1)C=CC=C2